FC1=C2[C@H](N(C(C2=CC=C1C1=NC=CC(=C1)CN1CC(CC1)(C1=CC=CC=C1)O)=O)[C@@H]1C(NC(CC1)=O)=O)C (3S)-3-((3R)-4-fluoro-5-(4-((3-hydroxy-3-phenylpyrrolidin-1-yl)methyl)pyridin-2-yl)-3-methyl-1-oxoisoindolin-2-yl)piperidine-2,6-dione